CC1(OC[C@@H](O1)[C@@H]1C([C@@H]2[C@@H](OC(O2)(C)C)O1)=O)C (3ar,5R,6as)-5-((R)-2,2-dimethyl-1,3-dioxolan-4-yl)-2,2-dimethyldihydrofuro[2,3-d][1,3]dioxol-6(3aH)-one